methyl 3-bromo-5-fluoro-4-({[(2S)-1-hydroxypropan-2-yl]amino}methyl)benzoate BrC=1C=C(C(=O)OC)C=C(C1CN[C@H](CO)C)F